C12COCC(N1C=1SC3=C(N1)C=CC(=C3C(=O)NC=3C=NC(=CC3C(NC31CC(C3)(C1)C1=C(C=CC=C1)F)=O)OC)OC)C2 2-(3-Oxa-6-azabicyclo[3.1.1]heptan-6-yl)-N-(4-((3-(fluorophenyl)bicyclo[1.1.1]pentan-1-yl)carbamoyl)-6-methoxypyridin-3-yl)-6-methoxybenzo[d]thiazole-7-carboxamide